N-(3-bromo-2-chloro-6-fluorobenzoyl)-O-(4-(5,6,7,8-tetrahydro-1,8-naphthyridin-2-yl)butyl)-L-homoserine BrC=1C(=C(C(=O)N[C@@H](CCOCCCCC2=NC=3NCCCC3C=C2)C(=O)O)C(=CC1)F)Cl